C(C)(C)(C)C1=CC(=NO1)NC(=O)NC=1SC(=CN1)CCC1=CC=NC=C1 1-(5-tert-Butyl-isoxazol-3-yl)-3-[5-(2-pyridin-4-yl-ethyl)-thiazol-2-yl]-urea